S1C2=C(C=C1CNC(=O)C1NCCN(C1)C=1C=3C(N=CN1)=NN(C3)C3=CC=C(C=C3)C(F)(F)F)C=CC=C2 N-(benzo[b]thiophen-2-ylmethyl)-4-(2-(4-(trifluoromethyl)phenyl)-2H-pyrazolo[3,4-d]pyrimidin-4-yl)piperazine-2-carboxamide